BrC=1C=CC=2N(C3=CC=C(C=C3C2C1)Br)CCP(O)(O)=O (2-(3,6-dibromo-9H-carbazole-9-yl)ethyl)phosphonic acid